(S)-4-((2-((1-(5-(2-(diisopropylcarbamoyl)-4-fluorophenoxy)pyrimidin-4-yl)pyrrolidine-3-yl)methyl)-2,7-diazaspiro[3.5]nonan-7-yl)sulfonyl)piperidine-1-carboxylate C(C)(C)N(C(=O)C1=C(OC=2C(=NC=NC2)N2C[C@@H](CC2)CN2CC3(C2)CCN(CC3)S(=O)(=O)C3CCN(CC3)C(=O)[O-])C=CC(=C1)F)C(C)C